4-morpholino-6-phenyl-2H-pyran-2-one O1CCN(CC1)C1=CC(OC(=C1)C1=CC=CC=C1)=O